4,5-dihydro-1H-pyrazole-1-carboxylic acid amide N1(N=CCC1)C(=O)N